C(C)[C@H]1[C@H](CN(C1)C(N(CC(F)(F)F)CC1=CC(=C(C=C1)OC)OC)=O)C(COC(NC=1N=C2C(=NC1)N(C=C2)S(=O)(=O)C2=CC=C(C=C2)C)=O)=O {2-[(3R,4s)-4-ethyl-1-{[(3,4-dimethoxyphenyl)methyl](2,2,2-trifluoroethyl)carbamoyl}pyrrolidin-3-yl]-2-oxoethyl}-N-[5-(4-methylbenzenesulfonyl)-5H-pyrrolo[2,3-b]pyrazin-2-yl]carbamate